4-chloro-2-(oxetan-3-yl)-1-(phenylsulfonyl)-1H-pyrrolo[2,3-b]pyridine ClC1=C2C(=NC=C1)N(C(=C2)C2COC2)S(=O)(=O)C2=CC=CC=C2